3,5-Dihydroxy-4'-fluoro-trans-stilbene OC=1C=C(C=C(C1)O)\C=C\C1=CC=C(C=C1)F